C(C)(=O)CCCC(=O)O 4-acetylbutyric acid